FC1=CC=C(C=C1)N1N=NC(=C1COC1=NC=2CCN(CC2C=C1)C(=O)[C@@H]1COCC1)C 2-{[1-(4-fluorophenyl)-4-methyl-1H-1,2,3-triazol-5-yl]methoxy}-6-[(3S)-oxolane-3-carbonyl]-5,6,7,8-tetrahydro-1,6-naphthyridine